COC=1C2=CC=CC=C2C(=C2C=CC(=CC12)Cl)OC 9,10-dimethoxy-2-chloro-anthracene